N-(3-chloro-5-ethylisonicotinoyl)-O-((1R,3R)-3-(2-(5,6,7,8-tetrahydro-1,8-naphthyridin-2-yl)ethyl)cyclobutyl)-L-homoserine ClC1=C(C(=O)N[C@@H](CCOC2CC(C2)CCC2=NC=3NCCCC3C=C2)C(=O)O)C(=CN=C1)CC